BrC=1C=C2CN=C(NC2=CC1)C1CCOCC1 6-Bromo-2-(tetrahydro-2H-pyran-4-yl)-1,4-dihydroquinazoline